[NH4+].OCCS(=O)(=O)[O-] hydroxyethylsulfonic acid ammonium salt